CCCCCCCCC(=O)OC1=CC=CC=C1S(=O)(=O)[O-].[Na+] sodium nonanoyloxybenzenesulfonate